ClC1=C(CC2=CC=C(C=C2)OCC)C=C(C=C1)Br 4-(2-chloro-5-bromobenzyl)phenetole